1-(2-((4-chlorophenyl)(phenyl)methoxy)ethyl)piperazine ClC1=CC=C(C=C1)C(OCCN1CCNCC1)C1=CC=CC=C1